Scopoletin COC1C=C2C=CC(=O)OC2=CC=1O